3,3',5,5'-tetramethyl-benzidine 2,2'-stilbenedisulfonate C=1(C(=CC=CC1)S(=O)(=O)O)C=CC=1C(=CC=CC1)S(=O)(=O)O.CC=1C=C(C=C(C1N)C)C1=CC(=C(N)C(=C1)C)C